(1,3-dihydroxy-2-(hydroxymethyl)propan-2-yl)carbamic acid tert-butyl ester C(C)(C)(C)OC(NC(CO)(CO)CO)=O